COC1=C(NC2=CC=C(C(=C12)OC)OC)C(=O)Cl 3,4,5-trimethoxy-1H-indole-2-carbonyl chloride